(2R,5S)-5-[(2-oxopiperazin-1-yl)methyl]-2-(4-phenoxyphenyl)-1,4-thiazepan-3-one hydrochloride Cl.O=C1N(CCNC1)C[C@H]1NC([C@H](SCC1)C1=CC=C(C=C1)OC1=CC=CC=C1)=O